di-allyldimethyl-ammonium chloride [Cl-].C(C=C)[N+](C)(C)CC=C